6-amino-5-(3-hydroxy-2,6-dimethyl-phenyl)-2,3-bis(trideuteromethyl)pyrrolo[2,3-b]pyrrole NN1C=2C(=CC1C1=C(C(=CC=C1C)O)C)C(=C(N2)C([2H])([2H])[2H])C([2H])([2H])[2H]